aluminum tris(sulfanilic acid) S(=O)(C1=CC=C(C=C1)N)(=O)O.S(=O)(C1=CC=C(C=C1)N)(=O)O.S(=O)(C1=CC=C(C=C1)N)(=O)O.[Al]